N1N=CC=2C1=NC(=NC2)C(=O)OC methyl 1H-pyrazolo[3,4-d]pyrimidine-6-carboxylate